3-{5-[5-(Methylamino)-1,6-naphthyridin-7-yl]-1-oxo-2,3-dihydro-1H-isoindol-2-yl}piperidine-2,6-dione CNC1=C2C=CC=NC2=CC(=N1)C=1C=C2CN(C(C2=CC1)=O)C1C(NC(CC1)=O)=O